5-(7-carbamoyl-3-cyano-5,6-difluoro-2-methyl-1H-indol-4-yl)-3,6-dihydropyridine-1(2H)-carboxylic acid tert-butyl ester C(C)(C)(C)OC(=O)N1CCC=C(C1)C1=C2C(=C(NC2=C(C(=C1F)F)C(N)=O)C)C#N